(S)-1,3,4,5-Tetrahydrobenzo[c]oxepin-5-amine hydrochloride Cl.C1OCC[C@@H](C2=C1C=CC=C2)N